ClC=1C(=NC(=NC1)N1CC(C1)O)NC1=NNC2=CC(=CC=C12)[C@@H]1C[C@@]12C(NC1=CC=C(C=C21)OC)=O (1R,2S)-2-(3-{[5-chloro-2-(3-hydroxyazetidin-1-yl)pyrimidin-4-yl]amino}-1H-indazol-6-yl)-5'-methoxyspiro[cyclopropane-1,3'-indol]-2'(1'H)-one